C(C)(C)N1N=C(C=C1)C1=C(C2=C(N=C(N=C2NC[C@@H]2CN(CCO2)C)C=2N(C=CN2)C)S1)C |r| rac-6-(1-Isopropyl-1H-pyrazol-3-yl)-5-methyl-2-(1-methyl-1H-imidazol-2-yl)-N-((4-methyl-morpholin-2-yl)methyl)thieno[2,3-d]pyrimidin-4-amine